phenyl (diphenylphosphinate) C1(=CC=CC=C1)P(OC1=CC=CC=C1)(=O)C1=CC=CC=C1